CN(C(=O)C1=CC2=CC=C(C=C2C=C1)N(C1CCNCC1)C)C=1C=NNC1 N-methyl-6-(methyl(piperidin-4-yl)amino)-N-(1H-pyrazol-4-yl)-2-naphthamide